C(C)N1N=C2C(=C(C=C(C2=C1)N1C[C@H](N([C@H](C1)C)C(=O)OC(C)(C)C)C)F)C(NC=1C=C(C=2N(C1)C=C(N2)C)F)=O tert-butyl (2R,6S)-4-[2-ethyl-6-fluoro-7-({8-fluoro-2-methylimidazo[1,2-a]pyridin-6-yl}carbamoyl) indazol-4-yl]-2,6-dimethylpiperazine-1-carboxylate